BrC=1C=CC=C2C(=NC(=NC12)C)N 8-Bromo-2-methylquinazolin-4-amine